tert-butyl 4-((4-(2-(2,6-dioxo-piperidin-3-yl)-1-oxoisoindolin-5-yl) piperidin-1-yl) methyl)benzoate O=C1NC(CCC1N1C(C2=CC=C(C=C2C1)C1CCN(CC1)CC1=CC=C(C(=O)OC(C)(C)C)C=C1)=O)=O